4-bromo-2-(4-chlorophenyl)-1-methoxymethyl-5-trifluoromethylpyrrole-3-carbonitrile BrC=1C(=C(N(C1C(F)(F)F)COC)C1=CC=C(C=C1)Cl)C#N